5-(3-(1-(4,4-difluorocyclohexyl)-1H-pyrazol-4-yl)-2-fluoro-6-hydroxyphenyl)-1,2,5-thiadiazolidin-3-one 1,1-dioxide FC1(CCC(CC1)N1N=CC(=C1)C=1C(=C(C(=CC1)O)N1CC(NS1(=O)=O)=O)F)F